CC(C1=CC=CC=C1)(C)C1=C(C=CC(=C1)C(C1=CC=CC=C1)(C)C)O 2,4-di(alpha,alpha-dimethylbenzyl)phenol